L-1-aminopropane-1,3-dicarboxylic acid N[C@@H](CCC(=O)O)C(=O)O